ClC=1N(C2=C(C(=CC=C2C1SC=1C(=C(C=CC1)C(C(=O)O)(C)C)F)Cl)F)C=1C=NN(C1)CC 2-(3-((2,6-dichloro-1-(1-ethyl-1H-pyrazol-4-yl)-7-fluoro-1H-indol-3-yl)thio)-2-fluorophenyl)-2-methylpropanoic acid